((1-methyl-3-(oxetan-3-yloxy)-1H-pyrazol-4-yl)amino)-7-((cis)-3-methyltetrahydro-2H-pyran-4-yl)-7H-pyrrolo[2,3-d]pyrimidine-6-carbonitrile CN1N=C(C(=C1)NC=1N=CC2=C(N1)N(C(=C2)C#N)[C@@H]2[C@@H](COCC2)C)OC2COC2